Cl.ClC=1SC2=C(C1)C=CC(=C2)C2=NN1C(CN[C@@H](C1)C)=C2C2=CC=NC=C2 |r| (RS)-2-(2-chloro-1-benzothiophen-6-yl)-6-methyl-3-(pyridin-4-yl)-4,5,6,7-tetrahydropyrazolo[1,5-a]pyrazine hydrogen chloride